C(C)N1C[C@@H](C[C@H](C1)F)NC1=NN=C(C=2N1C=CC2)C2=C(C=C(C=C2F)C)O 2-(4-{[(3r,5r)-1-ethyl-5-fluoropiperidin-3-yl]amino}pyrrolo[1,2-d][1,2,4]triazin-1-yl)-3-fluoro-5-methylphenol